FC1=CC2=C(N(C(C(N2C)=O)=O)C2CCN(CC2)C2=NC=C(C=N2)C(F)(F)F)N=C1 7-fluoro-1-methyl-4-(1-(5-(trifluoromethyl)pyrimidin-2-yl)piperidin-4-yl)-1,4-dihydropyrido[2,3-b]pyrazine-2,3-dione